ClC1=C(C(=O)O)C=CC=C1C1=CC2=C(N(C[C@H](N(S2(=O)=O)C)C2CCCCC2)C2=CC=CC=C2)C=C1Cl (R)-2-chloro-3-(7-chloro-3-cyclohexyl-2-methyl-1,1-dioxido-5-phenyl-2,3,4,5-tetrahydrobenzo[f][1,2,5]thiadiazepin-8-yl)benzoic acid